morpholin-4-ium-4-ol [NH+]1(CCOCC1)O